ClC=1C=C2C(=NC(=NC2=CC1C1=C(C=CC(=N1)N)C(F)(F)F)OCC1(CC1)N(C)C)N1CCNCC1 6-(6-chloro-2-((1-(dimethylamino)cyclopropyl)Methoxy)-4-(piperazin-1-yl)quinazolin-7-yl)-5-(trifluoromethyl)pyridin-2-amine